7-(8-((4-morpholinylphenyl)amino)-[1,2,4]triazolo[1,5-a]pyrazin-6-yl)-2H-pyrido[3,2-b][1,4]oxazin-3(4H)-one N1(CCOCC1)C1=CC=C(C=C1)NC=1C=2N(C=C(N1)C1=CC=3OCC(NC3N=C1)=O)N=CN2